FC1=C2C(=NNC2=CC(=C1)C=1C=NC(=C(C1)C(NC(C)C1=CC(=CC=C1)OC(F)(F)F)=O)OC)C(=O)NC 4-fluoro-6-[6-methoxy-5-({1-[3-(trifluoromethoxy)-phenyl]ethyl}carbamoyl)-pyridin-3-yl]-N-methyl-1H-indazole-3-carboxamide